N[C@H](C(=O)O)CCN1CCOCC1 (2S)-2-amino-4-morpholino-butyric acid